C(C1(NC=C(C2=CC(=NC=C12)N)C1=NN2C(C=CC(=C2)N2CCOCC2)=N1)N)([2H])([2H])[2H] 1-(methyl-d3)-4-(6-morpholino-[1,2,4]triazolo[1,5-a]pyridin-2-yl)-2,7-naphthyridine-1,6-diamine